benzonitril C(C1=CC=CC=C1)#N